COC1=C2C(=CNC2=CC=C1)C(C(N(C([2H])([2H])[2H])C([2H])([2H])[2H])([2H])[2H])([2H])[2H] 2-(4-methoxy-1H-indol-3-yl)-N,N-bis(methyl-d3)ethan-1-amine-1,1,2,2-d4